ethyl 3-((7-((3-bromo-2-methylbenzyl)oxy)chroman-4-yl)(methyl)amino)propionate BrC=1C(=C(COC2=CC=C3C(CCOC3=C2)N(CCC(=O)OCC)C)C=CC1)C